6-{[10-chloro-2-(4-fluorophenyl)[1,2,4]triazolo[1,5-c]quinazolin-5-yl]amino}-1,4-diazepan-5-one ClC=1C=2C=3N(C(=NC2C=CC1)NC1C(NCCNC1)=O)N=C(N3)C3=CC=C(C=C3)F